7-((3-(3-chloro-2-methylphenyl)azetidin-3-yl)amino)-1,3-dimethylquinazoline-2,4(1H,3H)-dione ClC=1C(=C(C=CC1)C1(CNC1)NC1=CC=C2C(N(C(N(C2=C1)C)=O)C)=O)C